C(C(=C)C)(=O)O.C(C)C=1CCCC1 2-ethyl-2-cyclopentene methacrylate